C(C=C)(=O)OCCCCCCC[Si](I)(I)I acryloxyheptyltriiodosilane